4-((3-bromo-2-chlorophenyl)amino)-2-(difluoromethyl)pyrido[3,2-d]Pyrimidine-7-formaldehyde BrC=1C(=C(C=CC1)NC=1C2=C(N=C(N1)C(F)F)C=C(C=N2)C=O)Cl